tert-Butyl 7-((3-(pyridin-4-yl)-1-((2-(trimethylsilyl)ethoxy)methyl)-1H-pyrrolo-[2,3-b]pyridin-4-yl)oxy)-3,4-dihydroisoquinoline-2(1H)-carboxylate N1=CC=C(C=C1)C1=CN(C2=NC=CC(=C21)OC2=CC=C1CCN(CC1=C2)C(=O)OC(C)(C)C)COCC[Si](C)(C)C